(3S,4R,5S,6R)-3-(fluoromethyl)-6-(hydroxymethyl)tetrahydro-2H-pyran-2,4,5-triol FC[C@@H]1C(O[C@@H]([C@H]([C@@H]1O)O)CO)O